ClC/1=NSS\C1=N\C=1C(=CC(=NC1)N(CC1=CC=C(C=C1)OC)CC1=CC=C(C=C1)OC)NCC(F)(F)F N5-[(5E)-4-chloro-1,2,3-dithiazol-5-ylidene]-N2,N2-bis[(4-methoxyphenyl)methyl]-N4-(2,2,2-trifluoroethyl)pyridine-2,4,5-triamine